2-octyldodecyl ether C(CCCCCCC)C(COCC(CCCCCCCCCC)CCCCCCCC)CCCCCCCCCC